N-(2-chloro-6-methylphenyl)-2-((6-(4-(4-(2,6-dioxopiperidin-3-yl)-3-fluorobenzyl)piperazin-1-yl)-2-methylpyrimidin-4-yl)amino)thiazole-5-carboxamide ClC1=C(C(=CC=C1)C)NC(=O)C1=CN=C(S1)NC1=NC(=NC(=C1)N1CCN(CC1)CC1=CC(=C(C=C1)C1C(NC(CC1)=O)=O)F)C